C(C)(=O)OCCCCCCCCCCCCCC\C=C/CCBr (15Z)-18-bromo-15-octadecenyl acetate